5-[(1R)-6-chloro-3-methoxy-isochroman-1-yl]tetrahydrofuran-3,4-diol ClC=1C=C2CC(O[C@H](C2=CC1)C1C(C(CO1)O)O)OC